vinyl-n-octylacrylate C(=C)C=C(C(=O)[O-])CCCCCCCC